2-fluoro-6-((1-(2-(isoindolin-2-yl)-3,7-dimethyl-4-oxo-4H-pyrido[1,2-a]pyrimidin-9-yl)ethyl)amino)benzoic acid FC1=C(C(=O)O)C(=CC=C1)NC(C)C1=CC(=CN2C1=NC(=C(C2=O)C)N2CC1=CC=CC=C1C2)C